4-Methoxy-5-methylpyridin-2-amine COC1=CC(=NC=C1C)N